COC1=CC=C(CNC(=O)NC2=CC=C(C=C2)CC2=CC=NC=C2)C=C1 1-(4-methoxybenzyl)-3-(4-(pyridin-4-ylmethyl)phenyl)urea